NC1=NC=2C=NC(=CC2C2=C1COC2)C(=O)N([C@@H](C)C2=NC=C(C=C2)C(F)(F)F)CC 4-amino-N-ethyl-N-((1S)-1-(5-(trifluoromethyl)-2-pyridinyl)ethyl)-1,3-dihydrofuro[3,4-c][1,7]naphthyridine-8-carboxamide